ClC=1C(=C(C=CC1)NC1=C(NC2=C1C(NCC2)=O)C2=C(C=NC=C2)OC[C@@H]2CNCCO2)OC (S)-3-((3-chloro-2-methoxyphenyl)amino)-2-(3-(morpholin-2-ylmethoxy)pyridin-4-yl)-1,5,6,7-tetrahydro-4H-pyrrolo[3,2-c]pyridin-4-one